COC1=C(C=CC=C1)C1=C(OC(=C1)[N+](=O)[O-])C(=O)N (2-methoxyphenyl)-5-nitrofuran-2-carboxamide